para-tert-butylstyrene C(C)(C)(C)C1=CC=C(C=C)C=C1